2-{6-chloroimidazo[1,2-a]pyridin-3-yl}-4-[3-(1H-pyrazol-4-yl)piperidin-1-yl]pyrimidine ClC=1C=CC=2N(C1)C(=CN2)C2=NC=CC(=N2)N2CC(CCC2)C=2C=NNC2